N[C@@H]1CN(CCC1)C1=CC(=NC=C1C1=CC(=C(C=C1)OC(F)(F)F)C)NC1=NC(=NC=C1)C1=C(C=CC=C1OC)F (S)-N-(4-(3-aminopiperidin-1-yl)-5-(3-methyl-4-(trifluoromethoxy)phenyl)pyridin-2-yl)-2-(2-fluoro-6-methoxyphenyl)pyrimidin-4-amine